ClC=1C(=NC(=NC1)N1[C@H](CC(CC1)NC=1C=C2CN(C(C2=CC1)=O)C1C(NC(CC1)=O)=O)C)NC=1C=C2C=C(C(N(C2=CC1)C)=O)OCC(=O)NC |r| [[6-[[5-chloro-2-[rac-(2S)-4-[[2-(2,6-dioxo-3-piperidyl)-1-oxo-isoindolin-5-yl]amino]-2-methyl-1-piperidyl]pyrimidin-4-yl]amino]-1-methyl-2-oxo-3-quinolyl]oxy]-N-methyl-acetamide